(S)-N-(3-chloro-2,4-diFluorophenyl)-N-methyl-3-(2-methyl-7-(trifluoromethyl)thiazolo[5,4-b]pyridin-5-yl)-2-oxoimidazolidine-4-Formamide ClC=1C(=C(C=CC1F)N(C(=O)[C@H]1N(C(NC1)=O)C1=CC(=C2C(=N1)SC(=N2)C)C(F)(F)F)C)F